[Se]1N=CC=N1 [1,2,5]selenadiazole